N,N,N',N'-tetraglycidyl-2,2-bis[4-(3-aminophenoxy)phenyl]hexafluoropropane C(C1CO1)N(C=1C=C(OC2=CC=C(C=C2)C(C(F)(F)F)(C(F)(F)F)C2=CC=C(C=C2)OC2=CC(=CC=C2)N(CC2CO2)CC2CO2)C=CC1)CC1CO1